N1(CCCC1)[C@H]1CN(CC1)C1=NC=2C(=C(C3=C(C2C=N1)COC3)C3=NC=C(C1=C3C(=C(S1)NC(OC(C)(C)C)=O)C#N)F)F tert-Butyl (4-(3-((R)-[1,3'-bipyrrolidin]-1'-yl)-5-fluoro-7,9-dihydrofuro[3,4-f]quinazolin-6-yl)-3-cyano-7-fluorothieno[3,2-c]pyridin-2-yl)carbamate